CC12CC3(CC(CC(C1)(C3)C)(C2)OCCNCCS(=O)(=O)O)CN2N=CC(=C2C)C=2C(=NC=CC2)C(=O)O (1-[(3,5-dimethyl-7-{2-[(2-sulfoethyl)amino]ethoxy}tricyclo[3.3.1.13,7]dec-1-yl)methyl]-5-methyl-1H-pyrazol-4-yl)pyridine-2-carboxylic acid